6-(4-(3-(4-chloro-3-fluorophenyl)-1-isobutyl-1H-pyrrolo[2,3-b]pyridine-6-carbonyl)-3,3-dimethylpiperazin-1-yl)-2,4-dimethylnicotinic acid ClC1=C(C=C(C=C1)C1=CN(C2=NC(=CC=C21)C(=O)N2C(CN(CC2)C2=NC(=C(C(=O)O)C(=C2)C)C)(C)C)CC(C)C)F